5-[4-[3-(hydroxymethyl)pyrrolidin-1-yl]thieno[2,3-d]pyrimidin-6-yl]-1H-pyrimidine-2,4-dione OCC1CN(CC1)C=1C2=C(N=CN1)SC(=C2)C=2C(NC(NC2)=O)=O